FC(C1=CC=C(C=C1)S(=O)(=O)N1C=C(C2=CC=CC=C12)C(C)=O)(F)F 1-(1-((4-(trifluoromethyl)phenyl)sulfonyl)-1H-indol-3-yl)ethan-1-one